4,4,5,5-tetramethyl-2-(2-methyl-[1,1'-biphenyl]-3-yl)-1,3,2-dioxaborolane CC1(OB(OC1(C)C)C=1C(=C(C=CC1)C1=CC=CC=C1)C)C